C(#N)C1=CN=C2N1C(=CC(=C2)C=2N=NN(C2C)C2CCN(CC2)C(=O)OC(C)(C)C)OC(C)C2=NC(=CN=C2)C tert-Butyl 4-[4-[3-cyano-5-[1-(6-methylpyrazin-2-yl)ethoxy]imidazo[1,2-a]pyridin-7-yl]-5-methyl-triazol-1-yl]piperidine-1-carboxylate